NC=1C2=C(N=CN1)C(=CS2)C(=O)NC2=C1C=CN=C(C1=CC=C2C)CC2=CC(=C(C=C2)Cl)C=O 4-amino-N-(1-(4-chloro-3-formylbenzyl)-6-methylisoquinolin-5-yl)thieno[3,2-d]pyrimidine-7-carboxamide